COC=1C=C(C=CC1OC)/C=C/C=1OC(=CC(C1O)=O)CO (E)-2-(3,4-dimethoxyphenylvinyl)-3-hydroxy-6-(hydroxymethyl)-4H-pyran-4-one